FC(C1(CC1)C1=CC=C(C=C1)C1CC2(C1)CCN(CC2)C(=O)OC(C)(C)C)(F)F tert-Butyl 2-(4-(1-(trifluoromethyl)cyclopropyl)phenyl)-7-azaspiro[3.5]nonane-7-carboxylate